N1N=C(C2=CC=CC=C12)C(=O)N1CC2=C(CCC1)N(N=C2)C 1H-Indazol-3-yl(4,6,7,8-tetrahydro-1-methylpyrazolo[4,3-c]azepin-5(1H)-yl)methanone